CN1N=CC(=C1)N1N=CC2=CC=C(C=C12)C1=C(C(=O)N)C=CC=C1 (1-(1-methyl-1H-pyrazol-4-yl)-1H-indazol-6-yl)benzamide